1H-pyrazolo[4,3-c]pyridazin-6(5H)-one N1N=CC2=NNC(C=C21)=O